FC1=C(OC(C(=O)OCC)(F)F)C(=CC(=C1)F)C1CCC(CC1)OCC1NCCC1NCC1=CC=C(C=C1)OC ethyl 2-(2,4-difluoro-6-[4-[(3-[[(4-methoxyphenyl)methyl]amino]pyrrolidin-2-yl)methoxy]cyclohexyl]phenoxy)-2,2-difluoroacetate